(2R,5S)-5-[(3-oxopiperazin-1-yl)methyl]-2-(4-phenoxyphenyl)-1,4-thiazepan-3-one, hydrochloride Cl.O=C1CN(CCN1)C[C@H]1NC([C@H](SCC1)C1=CC=C(C=C1)OC1=CC=CC=C1)=O